OC1CCC(CC1)N1C[C@@H](CCC1)NC(OC(C)(C)C)=O tert-butyl (R)-(1-(4-hydroxycyclohexyl)piperidin-3-yl)carbamate